DL-homoalanin-4-yl (methyl) phosphite P(OCC[C@H](N)C(=O)O)(OC)[O-] |r|